tetramethyl ((5-(bromomethyl)-1,3-phenylene)bis(ethane-2,1-diyl))bis(phosphonate) BrCC=1C=C(C=C(C1)CCP(OC)(OC)=O)CCP(OC)(OC)=O